OC(CN1CCN(CCN(CCN(CC1)CC(=O)O)CC(=O)O)CC(=O)O)C.[Gd] gadolinium 10-(2-hydroxypropyl)-1,4,7,10-tetraazacyclododecane-1,4,7-triacetic acid